ClC1=C(C=C(C=C1)C1=NN(C(=N1)CC(=O)NCC=1C=C2C=NNC2=CC1)CC1CC1)F 2-[3-(4-Chloro-3-fluorophenyl)-1-(cyclopropylmethyl)-1H-1,2,4-triazol-5-yl]-N-[(1H-indazol-5-yl)methyl]acetamid